O=C1[C@@H](N=C(C2=C(N1)C=CC=C2)C2=CC=CC=C2)NC(O[C@H](CCN2CCOCC2)C2=CC=CC=C2)=O (R)-3-morpholino-1-phenylpropyl ((R)-2-oxo-5-phenyl-2,3-dihydro-1H-benzo[e][1,4]diazepin-3-yl)carbamate